OC1(CC(C1)N1N=NC2=C1C(=CC(=C2)O)C(F)(F)F)C 1-[(cis)-3-hydroxy-3-methylcyclobutyl]-7-(trifluoromethyl)-1H-1,2,3-benzotriazol-5-ol